CC=1C=C(C=CC1O)C(C(=O)[O-])C1=CC(=C(C=C1)O)C Bis(3-methyl-4-hydroxyphenyl)acetat